C(C)(C)(C)OC(=O)NCCC(=O)N1CCNCC1 4-(3-((TERT-BUTOXYCARBONYL)AMINO)PROPANOYL)PIPERAZIN